N-((1H-benzo[d]imidazol-6-yl)methyl)-N-(3-methoxybenzyl)-3-(2-(2-morpholinoethoxy)ethoxy)aniline N1C=NC2=C1C=C(C=C2)CN(C2=CC(=CC=C2)OCCOCCN2CCOCC2)CC2=CC(=CC=C2)OC